C(OCC(F)(F)F)(OC)=O 1,1,1-trifluoroethyl methyl carbonate